tert-butyl (6-aminobenzo[d]-isoxazol-3-yl)(methyl)carbamate NC1=CC2=C(C(=NO2)N(C(OC(C)(C)C)=O)C)C=C1